BrC1=CC=C(C2=C1N=C(S2)CCCCNC(OC(C)(C)C)=O)C tert-Butyl (4-(4-bromo-7-methylbenzo[d]thiazol-2-yl)butyl)carbamate